2-amino-4-[hydroxy(methyl)phosphinoyl]butyric acid NC(C(=O)O)CCP(=O)(C)O